4-fluoro-N-[(1s,4s)-4-{[2-(phenylamino)-6-(trifluoromethyl)pyrimidin-4-yl]amino}cyclohexyl]benzamide FC1=CC=C(C(=O)NC2CCC(CC2)NC2=NC(=NC(=C2)C(F)(F)F)NC2=CC=CC=C2)C=C1